methyl ((6-((3'-(5-(((2-(4-aminobutanamido)ethyl)amino)methyl) picolinamido)-2-chloro-2'-methyl-[1,1'-biphenyl]-3-yl)carbamoyl)pyridin-3-yl)methyl)-L-serinate NCCCC(=O)NCCNCC=1C=CC(=NC1)C(=O)NC=1C(=C(C=CC1)C1=C(C(=CC=C1)NC(=O)C1=CC=C(C=N1)CN[C@@H](CO)C(=O)OC)Cl)C